C(C=C)(=O)NC=1C(=C(C=CC1)C1=C2C=CNC2=C(C=C1)C(=O)N)C 4-(3-acrylamido-2-methylphenyl)-1H-indole-7-carboxamide